(quinolin-8-yl)-[1,2,4]triazolo[4,3-a]pyridine-3-sulfonamide N1=CC=CC2=CC=CC(=C12)C1=CC=CC=2N1C(=NN2)S(=O)(=O)N